ClC1=C(C=CC=C1)S(=O)(=O)NC1=NC(=C(C=C1)C1=CC2=C(N=C(N=C2)NC2CCC(CC2)N(C)C)N(C1=O)C(C)C)OC 2-Chloro-N-(5-(2-(((1r,4r)-4-(dimethylamino)cyclohexyl)amino)-8-isopropyl-7-oxo-7,8-dihydropyrido[2,3-d]pyrimidin-6-yl)-6-methoxypyridin-2-yl)benzenesulfonamide